CC(CC(=O)C=1C=C2C(=CNC2=CC1)C=1CCN(CC1)C(C)(C)C)(C)C 5-(3,3-dimethylbutanoyl)-3-(1-(tert-butyl)-1,2,3,6-tetrahydropyridin-4-yl)-1H-indole